4-(3-((8-methoxy-2-(6-methoxypyridin-3-yl)-2,3-dihydrobenzo[b][1,4]dioxin-6-yl)methyl)imidazo[1,2-b]pyridazin-7-yl)-2-methylbut-3-yn-2-amine COC1=CC(=CC2=C1OC(CO2)C=2C=NC(=CC2)OC)CC2=CN=C1N2N=CC(=C1)C#CC(C)(N)C